(4-amino-1,3-dihydrofuro[3,4-c][1,7]naphthyridin-8-yl)((4aS,9bS)-9-fluoro-7-(trifluoromethyl)-3,4,4a,9b-tetrahydrobenzofuro[3,2-b]pyridin-1(2H)-yl)methanone NC1=NC=2C=NC(=CC2C2=C1COC2)C(=O)N2[C@@H]1[C@H](CCC2)OC2=C1C(=CC(=C2)C(F)(F)F)F